5H-indenopyrimidine N1=CN=CC=2C1=CC1=CC=CCC12